1,2-Dioleyloxy-N,N-dimethylaminopropane CCCCCCCC/C=C\CCCCCCCCOC(C)C(N(C)C)OCCCCCCCC/C=C\CCCCCCCC